C(C(C)C)N1C[C@@H](CCC1)N1C(NC2=C1C=C(C(=C2)C=2C=C(C=1N(C2)N=CN1)OC)C)=O (R)-1-(1-isobutylpiperidin-3-yl)-5-(8-methoxy-[1,2,4]triazolo[1,5-a]pyridin-6-yl)-6-methyl-1,3-dihydro-2H-benzo[d]imidazol-2-one